BrC=1C=C(N(N1)C1=NC=CC=C1Cl)C1=NC2=C(C(O1)=O)C=C1C(=C2C)C=CC(=N1)OC 2-[5-bromo-2-(3-chloro-2-pyridinyl)pyrazol-3-yl]-7-methoxy-10-methylpyrido[2,3-g][3,1]benzoxazin-4-one